5-(((2S)-1-(3-oxo-3-(3-(trifluoromethyl)-6,7,7a,8,10,11-hexahydro-9H-pyrazino[1,2-d]pyrido[3,2-b][1,4]oxazepine-9-yl)propoxy)propan-2-yl)amino)-4-(trifluoromethyl)pyridazin-3(2H)-one O=C(CCOC[C@H](C)NC1=C(C(NN=C1)=O)C(F)(F)F)N1CC2N(C3=C(OCC2)C=C(C=N3)C(F)(F)F)CC1